NC1=CC=C(C=C1)N(C1=CC=C(C=C1)N)C1=CC=C(C=C1)N N1,N1-bis(4-aminophenyl)benzene-1,4-diamine